C1(=CC=CC=C1)CCOC(CC1=CC(=C(C=C1)O)OC)=O 2-phenylethyl-2-(4-hydroxy-3-methoxy-phenyl)acetate